[N+](=O)([O-])C1=NNC=2C1=NC(=CC2)C2=CC(=CC=C2)[Si](C)(C)C 3-nitro-5-(3-(trimethylsilyl)phenyl)-1H-pyrazolo[4,3-b]Pyridine